CN1C(=C(C=C1C)C1=CC=CC=C1)C(C(=O)NC1=CC=C(C=C1)N1CCN(CC1)C1=NC=C(C=N1)F)=O 2-(1,5-dimethyl-3-phenyl-1H-pyrrol-2-yl)-N-(4-(4-(5-fluoropyrimidin-2-yl)piperazin-1-yl)phenyl)-2-oxoacetamide